C(C)(C)(C)C1=NOC(=N1)C(=O)NCC1=C(C=C(C=C1)B1OC(C(O1)(C)C)(C)C)C 3-tert-butyl-N-[[2-methyl-4-(4,4,5,5-tetramethyl-1,3,2-dioxaborolan-2-yl)phenyl]methyl]-1,2,4-oxadiazole-5-carboxamide